The molecule is a trisaccharide derivative consisting of an alpha-D-glucosyl residue glycosidically linked to a 5-aminopentyl group and which carries at O-4 an alpha-L-rhamnosyl-(1->3)-beta-D-glucosyl disaccharide unit. It is a trisaccharide derivative and a glycoside. C[C@H]1[C@@H]([C@H]([C@H]([C@@H](O1)O[C@H]2[C@@H]([C@H](O[C@H]([C@@H]2O)O[C@@H]3[C@H](O[C@@H]([C@@H]([C@H]3O)O)OCCCCCN)CO)CO)O)O)O)O